FC1=CC(=C(C=C1C(NC1=NC=C(C=C1)OC(F)(F)F)=O)NC(=O)C1=CN=C(S1)C)C N-[4-fluoro-2-methyl-5-[[5-(trifluoromethoxy)pyridin-2-yl]carbamoyl]phenyl]-2-methyl-1,3-thiazole-5-carboxamide